BrC=1C=2N(C=C(N1)C(=O)N(C)C1=CC(=C(C=C1)F)OC)C=CN2 8-bromo-N-(4-fluoro-3-methoxy-phenyl)-N-methyl-imidazo[1,2-a]pyrazine-6-carboxamide